24-(2,2,2-trifluoro-1-hydroxyethyl)-5α-cholan-3β,4β-diol FC(C(O)CCC[C@@H](C)[C@H]1CC[C@H]2[C@@H]3CC[C@H]4[C@H]([C@H](CC[C@]4(C)[C@H]3CC[C@]12C)O)O)(F)F